(E)-tert-butyl 2-bromo-4-(2-(6-((2-(2-hydroxyethoxy)ethyl)(methyl)amino)-5-isopropylbenzo[d]thiazol-2-yl)vinyl)phenyl carbonate C(OC(C)(C)C)(OC1=C(C=C(C=C1)C=CC=1SC2=C(N1)C=C(C(=C2)N(C)CCOCCO)C(C)C)Br)=O